C(C)(=O)NC1=CC=CC(=N1)C(=O)O 6-Acetylaminopicolinic acid